L-2-mercapto-5-nitropyridine SC1=NC=C(C=C1)[N+](=O)[O-]